N[C@H](C(=O)O)CC(=O)O.N[C@H](C(=O)O)CCCN (S)-2,5-diaminovaleric acid (S)-2-aminosuccinate